C(#N)C1(COC1)N(S(=O)(=O)C=1C=C(C=2N(C1)C(=NC2)C=2SC(=NN2)C(F)F)N2CCN(CC2)C(C(C)C)=O)CC2=C(C=C(C=C2)OC)OC N-(3-cyanooxetane-3-yl)-3-(5-(difluoromethyl)-1,3,4-thiadiazol-2-yl)-N-(2,4-dimethoxybenzyl)-8-(4-isobutyrylpiperazin-1-yl)imidazo[1,5-a]pyridine-6-sulfonamide